lithio 4-(1-methylpiperidin-4-yl)-3-(trifluoromethyl)benzoate CN1CCC(CC1)C1=C(C=C(C(=O)O[Li])C=C1)C(F)(F)F